n-butylisoquinolinium chloride [Cl-].C(CCC)C1=[NH+]C=CC2=CC=CC=C12